C(CCC(=O)O)(=O)O.FC=1C=CC(=NC1)[C@@]1(CCOC2(C1)CCOCC2)CCNC2CC1=CC=CC=C1C2 (R)-N-(2-(4-(5-fluoropyridin-2-yl)-1,9-dioxaspiro[5.5]undecan-4-yl)ethyl)-2,3-dihydro-1H-inden-2-amine succinate